C(C)(C)(C)OC(=O)N1C[C@@H]([C@H](CC1)C1=CC=C(C=C1)B1OC(C(O1)(C)C)(C)C)F (3R,4R)-3-fluoro-4-[4-(4,4,5,5-tetramethyl-1,3,2-dioxaborolan-2-yl)phenyl]Piperidine-1-carboxylic acid tert-butyl ester